O=C1OC[C@H](N1)COC1=NC=CC2=CC(=C(C=C12)OC(C)C)C(=O)N 1-{[(4R)-2-oxo-1,3-oxazolidin-4-yl]methoxy}-7-(prop-2-yloxy)isoquinoline-6-carboxamide